OC1=C2C(=NC(=NC2=CC=C1)C(F)(F)F)C=O 5-hydroxy-2-(trifluoromethyl)quinazoline-4-carbaldehyde